C1([C@H](O)[C@@H](O)[C@@H](O)[C@H](O1)CO)[C@@]1([C@H](O[C@H]2[C@@H]([C@H](C(O)O[C@@H]2CO)O)O)O[C@@H]([C@@H]([C@@H]1O)O)CO)O 2'-galactosyl-lactose